IC1=C2C=CC(=CC2=CC=C1)O 5-iodonaphthalen-2-ol